hydroxyfluoride borate B(O)(O)O.OF